4-(3-biphenylyl)-5-isopropyl-3-phenyl-4H-1,2,4-triazole C1(=CC(=CC=C1)N1C(=NN=C1C(C)C)C1=CC=CC=C1)C1=CC=CC=C1